C(=O)(CCCCCCCCC)OC[C@H](CO)OC(=O)CCCCCCCCC (S)-3-hydroxypropane-1,2-diol dicaprate